4-((3-(methylsulfonyl)phenylmethyl)amino)-5-(trifluoromethyl)pyrimidine CS(=O)(=O)C=1C=C(C=CC1)CNC1=NC=NC=C1C(F)(F)F